C(CCCCCCCC)C1=CC=C(C=C1)P([O-])(=O)C1=CC=C(C=C1)CCCCCCCCC.[Nd+3].C(CCCCCCCC)C1=CC=C(C=C1)P([O-])(=O)C1=CC=C(C=C1)CCCCCCCCC.C(CCCCCCCC)C1=CC=C(C=C1)P([O-])(=O)C1=CC=C(C=C1)CCCCCCCCC neodymium bis(p-nonylphenyl)phosphinate